N-hydroxy-5-norbornylene-2,3-diimine ON=C1C2C=CC(C1=N)C2